C1(CCC1)C(=O)O.C1(CCC1)C(=O)O.IC1=C(C(=C(C=C1)C)C)C iodotrimethylbenzene bis(cyclobutaneformate)